C(#N)C=1C(=C(C=CC1)C1=NN2C(N=C(C=C2)C(=O)N[C@@H](C(C)(C)O)C)=C1C1=CC(=NC(=C1)C)C)C 2-(3-cyano-2-methyl-phenyl)-3-(2,6-dimethyl-4-pyridyl)-N-[(1R)-2-hydroxy-1,2-dimethyl-propyl]pyrazolo[1,5-a]pyrimidine-5-carboxamide